N-(2-Hydroxyethyl)-3-methoxy-4-nitroaniline OCCNC1=CC(=C(C=C1)[N+](=O)[O-])OC